BrC1=C(SC=2C1=NC(=CC2N(C(OC(C)(C)C)=O)CC=2SC=CC2)Cl)C2C(COCC2)O tert-butyl N-[3-bromo-5-chloro-2-(3-hydroxytetrahydropyran-4-yl)thieno[3,2-b]pyridin-7-yl]-N-(2-thienylmethyl)carbamate